FC1=C(C#N)C=CC(=C1)C1=C2C(=CN=C1C1=CC(=C(C=C1)OC)F)N(C(=C2)CN2CCC(CC2)NC)C 2-fluoro-4-(5-(3-fluoro-4-methoxyphenyl)-1-methyl-2-((4-(methylamino)piperidin-1-yl)methyl)-1H-pyrrolo[2,3-c]pyridin-4-yl)-benzonitrile